1-(3-hydroxy-6-methoxypyridin-2-yl)ethanone OC=1C(=NC(=CC1)OC)C(C)=O